N,N-dibenzyl-4-(difluoromethoxy)cyclohexan-1-amine C(C1=CC=CC=C1)N(C1CCC(CC1)OC(F)F)CC1=CC=CC=C1